C1(CC1)C1=NC=NC(=C1C=1N=CC=2OCCN(C2N1)C(=O)OC(C)(C)C)OC tert-butyl 2-(4-cyclopropyl-6-methoxypyrimidin-5-yl)-6H,7H,8H-pyrimido[5,4-b][1,4]oxazine-8-carboxylate